(R)-N-((1R,2R)-1-(2,3-dihydrobenzo[b][1,4]dioxin-6-yl)-1-hydroxy-3-(pyrrolidin-1-yl)propan-2-yl)-1-(4-fluorophenyl)pyrrolidine-3-carboxamide O1C2=C(OCC1)C=C(C=C2)[C@H]([C@@H](CN2CCCC2)NC(=O)[C@H]2CN(CC2)C2=CC=C(C=C2)F)O